NC1=NC=2C=CC=CC2C2=C1N=C(N2CCCCNC(C2=CC=C(C=C2)N(CC)CC)=O)C N-(4-(4-amino-2-methyl-1H-imidazo[4,5-c]quinolin-1-yl)butyl)-4-(diethylamino)benzamide